Cl.N=C(C)N[C@@H](CCCCN)C(=O)O N-(1-Iminoethyl)-lysine, hydrochloride